6-amino-8-cyclopentyl-2-(5-methanesulfonyl-pyridin-2-ylamino)-8H-pyrido[2,3-d]Pyrimidin-7-one NC1=CC2=C(N=C(N=C2)NC2=NC=C(C=C2)S(=O)(=O)C)N(C1=O)C1CCCC1